pyrenyl-trihydroxysilane C1(=CC=C2C=CC3=CC=CC4=CC=C1C2=C34)[Si](O)(O)O